1'-[1-(2,2-difluoroethyl)-1H-pyrazolo[3,4-b]pyrazin-6-yl]-1-[4-(trifluoromethyl)pyridin-2-yl]-1,2-dihydrospiro[indole-3,4'-piperidine] FC(CN1N=CC=2C1=NC(=CN2)N2CCC1(CC2)CN(C2=CC=CC=C21)C2=NC=CC(=C2)C(F)(F)F)F